CC=C(C)C 1,2-Dimethylpropylen